bis(pentachlorophenyl)-Oxalat ClC1=C(C(=C(C(=C1OC(C(=O)OC1=C(C(=C(C(=C1Cl)Cl)Cl)Cl)Cl)=O)Cl)Cl)Cl)Cl